C1(CC1)C=1N=NN(C1)[C@H](C(=O)N1[C@@H](C[C@H](C1)O)C(=O)NCC1=CC(=NO1)C(CC)CC)C(C)(C)C (2S,4r)-1-[(2S)-2-(4-cyclopropyl-triazol-1-yl)-3,3-dimethyl-butyryl]-N-[[3-(1-ethylpropyl)isoxazol-5-yl]methyl]-4-hydroxy-pyrrolidine-2-carboxamide